Pyrimidine-2,4,6-Triamine N1=C(N=C(C=C1N)N)N